(S)-6-(4-chlorophenyl)-3-(1-hydroxy-prop-2-yl)-8-(1H-pyrazol-1-yl)pyrido[3,4-d]pyrimidin-4(3H)-one ClC1=CC=C(C=C1)C1=CC2=C(N=CN(C2=O)[C@H](CO)C)C(=N1)N1N=CC=C1